C(C)OC(=O)C1=NN2C(N=CC(=C2C2=C(C(=CC(=C2)F)F)F)C)=C1C(=C)C 6-methyl-3-(prop-1-en-2-yl)-7-(2,3,5-trifluorophenyl)pyrazolo[1,5-a]pyrimidine-2-carboxylic acid ethyl ester